9,9-bis[4-(4-amino-3-trifluoromethyl-phenoxy)phenyl]fluorene NC1=C(C=C(OC2=CC=C(C=C2)C2(C3=CC=CC=C3C=3C=CC=CC23)C2=CC=C(C=C2)OC2=CC(=C(C=C2)N)C(F)(F)F)C=C1)C(F)(F)F